FC1=CC=C(C=O)C(=C1)Cl 4-fluoro-6-chlorobenzaldehyde